fluorovinyl methacrylate C(C(=C)C)(=O)OC=CF